(3AS,4R,6aR)-4-(4-dihydroxyboryl-butyl)-1-(isobutoxycarbonyl)octahydropyrrolo[3,4-b]pyrrole-4-carboxylic acid OB(CCCC[C@]1(NC[C@@H]2N(CC[C@@H]21)C(=O)OCC(C)C)C(=O)O)O